methyl 4-cyano-2-ethoxy-5-fluorobenzoate C(#N)C1=CC(=C(C(=O)OC)C=C1F)OCC